2-chloro-3-[(E)-hydroxymethylene]cyclohex-1-en-1-carbaldehyde ClC/1=C(CCC\C1=C/O)C=O